[Cl-].C(=O)(O)C1C(CCC2=CC=C(C=C12)OC1=C(C=CC=C1)C1=C(C(=CC=C1)Cl)Cl)[NH3+] carboxy-7-((2',3'-dichloro-[1,1'-biphenyl]-2-yl)oxy)-1,2,3,4-tetrahydronaphthalene-2-aminium chloride